methyl 2-methyl-3-[(4R)-2-oxooxazolidin-4-yl]propanoate CC(C(=O)OC)C[C@H]1NC(OC1)=O